(1r,4r)-4-(3-chloro-4-(1,2,4-oxadiazol-3-yl)phenoxy)cyclohexane-1-amine hydrochloride Cl.ClC=1C=C(OC2CCC(CC2)N)C=CC1C1=NOC=N1